OC1=CC(=NC(=C1C#N)S)C1=CC=C(C=C1)OCOC 4-hydroxy-2-mercapto-6-(4-(methoxymethoxy)phenyl)nicotinonitrile